OCCC1=C(N=CN1)CCO bishydroxyethyl-imidazole